3-(2-(5-((6-methylpyridin-2-yl)amino)pentanoylamino)acetamido)propanoic acid CC1=CC=CC(=N1)NCCCCC(=O)NCC(=O)NCCC(=O)O